3-{4-[3-(5-oxazol-5-yl-pyridin-2-yloxy)-propyl]-piperazin-1-yl}-benzo[d]isothiazole O1C=NC=C1C=1C=CC(=NC1)OCCCN1CCN(CC1)C1=NSC2=C1C=CC=C2